NC1=NC=NC=2N(C=3C=CC=C(C3C21)C(=O)OC)CC(=O)N2[C@@H]1C[C@@H]1C[C@H]2C(NC2=NC(=CC=C2)Br)=O methyl 4-amino-9-(2-((1R,3S,5R)-3-((6-bromopyridin-2-yl) carbamoyl)-2-azabicyclo[3.1.0]hex-2-yl)-2-oxoethyl)-9H-pyrimido[4,5-b]indole-5-carboxylate